C1(CCC1)C1=NC=C(C=N1)B(O)O 2-(CYCLOBUTYL)PYRIMIDINE-5-BORONIC ACID